3-(3-bromophenyl)-2-oxo-1,3,7-triazaspiro[4.4]nonane-7-carboxylic acid tert-butyl ester C(C)(C)(C)OC(=O)N1CC2(CN(C(N2)=O)C2=CC(=CC=C2)Br)CC1